Methyl (S)-2-((4-((6-((2-cyano-4-methylphenoxy)methyl)pyridin-2-yl)methyl)piperidin-1-yl)methyl)-1-(oxetan-2-ylmethyl)-1H-benzo[d]imidazole-6-carboxylate C(#N)C1=C(OCC2=CC=CC(=N2)CC2CCN(CC2)CC2=NC3=C(N2C[C@H]2OCC2)C=C(C=C3)C(=O)OC)C=CC(=C1)C